[Ru+2].ClC1(C(=C(C(=C1C)C)C)C)C chloro(pentamethylcyclopentadiene) ruthenium (II)